5-bromo-N'-(cyclopropanecarbonyl)-9-fluoro-1-(4-methoxybenzyl)-2-oxo-2,3-dihydro-1H-benzo[b]azepine-4-carbohydrazide BrC=1C2=C(N(C(CC1C(=O)NNC(=O)C1CC1)=O)CC1=CC=C(C=C1)OC)C(=CC=C2)F